6-[3-Fluoro-5-(trifluoromethyl)phenyl]-N4-{[1-(methoxymethyl)cyclobutyl]methyl}-N4-methyl-3-nitropyridin-2,4-diamine FC=1C=C(C=C(C1)C(F)(F)F)C1=CC(=C(C(=N1)N)[N+](=O)[O-])N(C)CC1(CCC1)COC